C(CCC)(=O)NC=1SC2=C(N1)C=CC(=C2)C=2C=C1C(=NC(=NC1=CC2)C)C(=O)N[C@@H](C)C2=CC=C(C=C2)F (S)-6-(2-butyrylaminobenzo[d]thiazol-6-yl)-N-(1-(4-fluorophenyl)ethyl)-2-methylquinazoline-4-carboxamide